BrC=1C=C(CC2=NNC(C3=CC=CC=C23)=O)C=CC1OC(F)F 4-(3-bromo-4-(difluoromethoxy)benzyl)phthalazin-1(2H)-one